O[C@@H]1C(C[C@H]2C(C=C3[C@@]4(CC[C@H]([C@@H]([C@@H](CCC(C)(C)O)O)C)[C@]4(CC[C@@H]3[C@]2(C1)C)C)O)=O)=O (22R)-2beta,14,22,25-tetrahydroxy-5beta-cholest-7-ene-3,6-dione